(((5S,7S,8S)-8-fluoro-3-(5-(2-hydroxy-prop-2-yl)pyrazin-2-yl)-7-methyl-2-oxo-1-oxa-3-azaspiro[4.5]decan-7-yl)methyl)-1H-benzo[d]imidazole-6-carbonitrile F[C@@H]1[C@](C[C@]2(CN(C(O2)=O)C2=NC=C(N=C2)C(C)(C)O)CC1)(C)CN1C=NC2=C1C=C(C=C2)C#N